N=1N=CN(C1)[C@@H]1CN(CC1)C(=O)N1CC(C1)C1=CC=C(C=C1)N1CC(C1)OCC(F)(F)F [(3S)-3-(1,2,4-Triazol-4-yl)pyrrolidin-1-yl]-[3-[4-[3-(2,2,2-trifluoroethoxy)azetidin-1-yl]phenyl]azetidin-1-yl]methanone